CC1=C(C=CC(=C1C)C1=CC=CC=C1)C1=CC=CC=C1 2',3'-dimethyl-1,1':4',1''-terphenyl